ClC=1C=CC(=C(C1)[C@H](CCN(C(C(=O)O)C1=C(C(=C(C=C1)F)C)C1CCN(CC1)CC(F)(F)F)C)CCN1CCCCC1)C 2-(((S)-3-(5-chloro-2-methylphenyl)-5-(piperidin-1-yl)pentyl)(methyl)amino)-2-(4-fluoro-3-methyl-2-(1-(2,2,2-trifluoroethyl)piperidin-4-yl)phenyl)acetic acid